FC(C1=NN=C(O1)C=1C=CC(=NC1)CN(C(=O)C1(CN(C1)C1CN(C1)CC(C)C)F)C1=CC(=CC=C1)F)F N-((5-(5-(difluoromethyl)-1,3,4-oxadiazol-2-yl)pyridin-2-yl)methyl)-3-fluoro-N-(3-fluorophenyl)-1'-isobutyl-[1,3'-biazetidine]-3-carboxamide